NC=1C(=C(C=CC1)S(=O)(=O)NC=1SC(=C(N1)C1=C(C=CC=C1C)C)C1=CC(=CC(=C1)F)OCCC(C)(C)C)F 3-amino-N-[5-[3-(3,3-dimethylbutoxy)-5-fluoro-phenyl]-4-(2,6-dimethylphenyl)thiazol-2-yl]-2-fluoro-benzenesulfonamide